ClC1=NN(C(=C1[N+](=O)[O-])C)C1CCN(CC1)C(=O)C1CC1 (4-(3-chloro-5-methyl-4-nitro-1H-pyrazol-1-yl)piperidin-1-yl)(cyclopropyl)methanone